OC1C(C1)C=1C=C(C2=C(N=C(O2)N2CC3N(C(C2)C3)C(=O)OC(C)(C)C)C1OC(F)(F)F)C=1N=CSC1 tert-Butyl 3-(5-(2-hydroxycyclopropyl)-7-(thiazol-4-yl)-4-(trifluoromethoxy)benzo[d]oxazol-2-yl)-3,6-diazabicyclo[3.1.1]heptane-6-carboxylate